ClC=1C=C(CN2C(C3=CC(=CC=C3C2)C2=NC(=NC=C2)S(=O)(=O)C)=O)C=CC1 2-(3-chlorobenzyl)-6-(2-(methylsulfonyl)pyrimidin-4-yl)isoindolin-1-one